3-(3-Chloro-2-methoxy-5-methylpyridin-4-yl)-7-(4-ethyl-3-(hydroxymethyl)-5-oxo-4,5-dihydro-1H-1,2,4-triazol-1-yl)-6-fluoro-1-isopropyl-2,3-dihydroquinazolin-4(1H)-one ClC=1C(=NC=C(C1N1CN(C2=CC(=C(C=C2C1=O)F)N1N=C(N(C1=O)CC)CO)C(C)C)C)OC